(R)-(+)-1-(tert-butoxycarbonyl)-2-pyrrolidinemethanol CC(C)(C)OC(=O)N1CCC[C@@H]1CO